ClC=1N=CC=2N(C1)C(=NN2)COCC 6-chloro-3-(ethoxymethyl)-[1,2,4]triazolo[4,3-a]pyrazine